2-[3-(5-chloro-2-fluoro-phenyl)-1H-pyrazol-4-yl]-7-(5,6,7,8-tetrahydroimidazo[1,5-a]pyrazin-3-yl)-1,5-naphthyridine ClC=1C=CC(=C(C1)C1=NNC=C1C1=NC2=CC(=CN=C2C=C1)C1=NC=C2N1CCNC2)F